C(C)(C)(C)OC(=O)N1C2(CC2)CC(C1=O)C1=CC=C(C=C1)Cl 6-(4-chlorophenyl)-5-oxo-4-azaspiro[2.4]heptane-4-carboxylic acid tert-butyl ester